2-(5,7-dimethylfuro[2,3-c]pyridin-2-yl)-7-[4-(2-hydroxyethyl)piperazin-1-yl]-4H-pyrido[1,2-a]pyrimidin-4-one CC=1C=C2C(=C(N1)C)OC(=C2)C=2N=C1N(C(C2)=O)C=C(C=C1)N1CCN(CC1)CCO